ClC1=CC=C(C=N1)C(=O)NC1(CCC1)C1=NC=C(C=C1)NC(=O)C1=CC(=NC=C1)C(F)(F)F 6-chloro-N-[1-(5-{[2-(trifluoromethyl)pyridine-4-carbonyl]amino}pyridin-2-yl)cyclobutyl]pyridine-3-carboxamide